C(#N)C1=C(C(=O)O)C=CC=C1 o-cyanobenzoic acid